3-({N-[(4-methoxy-1H-indol-2-yl)carbonyl]-L-leucyl}amino)-2-oxo-4-[(3S)-2-oxopyrrolidin-3-yl]butyl dihydrogen phosphate P(=O)(OCC(C(C[C@H]1C(NCC1)=O)NC([C@@H](NC(=O)C=1NC2=CC=CC(=C2C1)OC)CC(C)C)=O)=O)(O)O